N1C(=NC2=C1C=CC=C2)CNCCC=2SC=C(N2)C(=O)NCC2=C(C=CC=C2)N(C)C 2-{2-[(1H-1,3-Benzodiazol-2-ylmethyl)amino]ethyl}-N-{[2-(dimethylamino)phenyl]methyl}-1,3-thiazole-4-carboxamide